6-bromo-4-(hydroxymethyl)-3,3-dimethyl-indolin-2-one BrC1=CC(=C2C(C(NC2=C1)=O)(C)C)CO